(1-ethoxyethyl)-3-(2-methylpyridin-4-yl)-1H-pyrazolo[3,4-b]pyridine-5-carboxylic acid C(C)OC(C)N1N=C(C=2C1=NC=C(C2)C(=O)O)C2=CC(=NC=C2)C